(1R,2S,3R,4R)-3-((tert-butyloxycarbonyl)amino)-6-(cyclopropylmethylene)bicyclo[2.2.1]heptane-2-carboxylic acid methyl ester COC(=O)[C@H]1[C@@H]2C(C[C@H]([C@H]1NC(=O)OC(C)(C)C)C2)=CC2CC2